bis{2-[4-(cis-9-octadecenyl-ethyl)-1-piperidinyl] ethyl} disulfide C(CCCCCCC\C=C/CCCCCCCC)C(C)C1CCN(CC1)CCSSCCN1CCC(CC1)C(C)CCCCCCCC\C=C/CCCCCCCC